Cl.NC1CC2(CN(C2)C(=O)NC2=NC(N(C=C2)C2=CC=C(C=C2)CCN2CC3C(C3C2)CN)=O)C1 6-Amino-N-(1-(4-(2-(exo-6-(aminomethyl)-3-azabicyclo[3.1.0]hexan-3-yl)ethyl)phenyl)-2-oxo-1,2-dihydropyrimidin-4-yl)-2-azaspiro[3.3]heptane-2-carboxamide hydrochloride Salt